C(#N)C1=CC=C(C=C1)[C@H](C)N1C=NC(=C1)C(=O)OCC ethyl 1-[(1S)-1-(4-cyanophenyl) ethyl]-1H-imidazole-4-carboxylate